ClC1=C(C(=CC=C1)F)C(=O)NC=1C=C(C2=C(NC(=N2)NCC(C)(C)OC)C1)C(=O)NC1=C(C(=CC=C1)Cl)C 6-{[(2-chloro-6-fluorophenyl)carbonyl]amino}-N-(3-chloro-2-methylphenyl)-2-[(2-methoxy-2-methylpropyl)amino]-1H-benzimidazole-4-carboxamide